Methyl 2-(4-(((tert-butoxycarbonyl)((1S,2R)-2-(4-fluorophenyl)cyclopropyl)amino) methyl)piperidin-1-yl)pyrimidine-5-carboxylate C(C)(C)(C)OC(=O)N([C@@H]1[C@H](C1)C1=CC=C(C=C1)F)CC1CCN(CC1)C1=NC=C(C=N1)C(=O)OC